indium (III) methoxyiminopropionate CON=C(C(=O)[O-])C.[In+3].CON=C(C(=O)[O-])C.CON=C(C(=O)[O-])C